C(C)(C)(C)OC(C)COC(C)CO dipropylene glycol monot-butyl ether